2-bromo-1-(benzo[d][1,3]dioxin-5-yl)ethan-1-one BrCC(=O)C1=CC=CC=2OCOCC21